C(CCC)SSCCCC di-n-butyl disulphide